C[C@H](CCCC(C)(C)O)[C@H]1CC[C@@H]\\2[C@@]1(CCC/C2=C\\C=C/3\\C[C@H]([C@H]([C@@H](C3=C)O)OCCCCO)O)C The molecule is a hydroxycalciol that is calcitriol with a 4-hydroxybutoxy group at position 2. It has a role as a metabolite. It is a member of D3 vitamins, a hydroxycalciol and a tetrol. It derives from a calcitriol.